methyl 5-(benzhydrylideneamino)-2-methyl-1-(2,2,2-trifluoroethyl)indole-6-carboxylate C(C1=CC=CC=C1)(C1=CC=CC=C1)=NC=1C=C2C=C(N(C2=CC1C(=O)OC)CC(F)(F)F)C